NCC1=CC=C(C=2N1C=NN2)C2=C(C=C(C#N)C=C2)OC=2N(N=C(C2)C2CC2)C 4-[5-(aminomethyl)-[1,2,4]triazolo[4,3-a]pyridin-8-yl]-3-(5-cyclopropyl-2-methylpyrazol-3-yl)oxybenzonitrile